[Cl-].OC(C[N+](C)(C)CCCCCCCC)CO 2,3-dihydroxypropyl-n-octyl-dimethyl-ammonium chloride